CC(=CCCC=C)CC 6-methyl-1,5-octadiene